4-vinylcyclohex-1-enecarbaldehyde C(=C)C1CC=C(CC1)C=O